FC(C=1C(=C(C=CC1)[C@@H](C)NC1=CN=NC2=CC=C(C=C12)N1CCCC1)F)F (S)-1-(4-(((R)-1-(3-(difluoromethyl)-2-fluorophenyl)ethyl)amino)cinnolin-6-yl)pyrrolidine